C(CCC)OCCNCC N-(2-butoxyethyl)ethylamine